tris(β-bromoethyl) phosphate P(=O)(OCCBr)(OCCBr)OCCBr